FC1=C(C=CC=C1)C1=NN(C=C1C(F)(F)F)C1CC2(CN(C2)C=O)C1 (6-(3-(2-fluorophenyl)-4-(trifluoromethyl)-1H-pyrazol-1-yl)-2-azaspiro[3.3]hept-2-yl)methanone